Diallyl (2,2,4-trimethylhexan-1,6-diyl)dicarbamat CC(CNC(OCC=C)=O)(CC(CCNC(OCC=C)=O)C)C